CC1(CCNO1)C 5,5-dimethyl-isoxazolidine